N-(5-((+/-)-trans-1-(cyclopropylmethyl)-2,5-dimethylpiperazine-4-carbonyl)-6,6-dimethyl-1,4,5,6-tetrahydropyrrolo[3,4-c]pyrazol-3-yl)picolinamide C1(CC1)CN1[C@H](CN([C@@H](C1)C)C(=O)N1C(C=2NN=C(C2C1)NC(C1=NC=CC=C1)=O)(C)C)C |r|